ClC1=C(C2=C(C=N1)C(=CN2S(=O)(=O)C2=CC=C(C)C=C2)I)F 6-chloro-7-fluoro-3-iodo-1-tosyl-1H-pyrrolo[3,2-c]pyridine